N1C=NC(=C1)C1=NC=CC(N1)=O 2-(imidazol-4-yl)pyrimidin-4(3H)-one